6-((4-fluorophenyl)(methyl)amino)nicotinonitrile FC1=CC=C(C=C1)N(C1=NC=C(C#N)C=C1)C